2-phenyl-3-(4-(trifluoromethyl)phenoxy)quinoline C1(=CC=CC=C1)C1=NC2=CC=CC=C2C=C1OC1=CC=C(C=C1)C(F)(F)F